Tert-butyl (S)-(2-((4-(2-(cyclopropanecarboxamido)pyrazolo[1,5-a]pyridin-5-yl)-5-methylisoxazol-3-yl)oxy)-1-phenylethyl)carbamate C1(CC1)C(=O)NC1=NN2C(C=C(C=C2)C=2C(=NOC2C)OC[C@H](C2=CC=CC=C2)NC(OC(C)(C)C)=O)=C1